N1=NC=CC=C2C1=C1C(C=C2)=NC=N1 IMIDAZOBENZODIAZEPINE